N-[1-[6-(dimethylamino)-2-pyridyl]ethyl]-5-[4-(trifluoromethyl)phenoxy]naphthalene-2-carboxamide CN(C1=CC=CC(=N1)C(C)NC(=O)C1=CC2=CC=CC(=C2C=C1)OC1=CC=C(C=C1)C(F)(F)F)C